4-chloro-7-formyl-9H-pyrimido[4,5-b]indole-9-carboxylic acid tert-butyl ester C(C)(C)(C)OC(=O)N1C2=C(C3=CC=C(C=C13)C=O)C(=NC=N2)Cl